C1(=CC=CC=C1)C#CC=1C(C=COC1)=O 5-(phenylethynyl)-4H-pyran-4-one